ethyl 2-(6-bromo-1-oxo-4-(1,1,1-trifluoropropan-2-yl)phthalazin-2(1H)-yl)acetate BrC=1C=C2C(=NN(C(C2=CC1)=O)CC(=O)OCC)C(C(F)(F)F)C